2-mercaptobenzo[d]thiazole-6-carboxylic acid tert-butyl ester C(C)(C)(C)OC(=O)C1=CC2=C(N=C(S2)S)C=C1